FC(C=1C=CC=2N(N1)C(=CN2)C2=CC(=NC=C2)N2CC(NC1(CC1)C2)=O)F 7-(4-(6-(difluoromethyl)imidazo[1,2-b]pyridazin-3-yl)pyridin-2-yl)-4,7-diazaspiro[2.5]octan-5-one